3-fluoro-2,2-dimethyl-2,3-dihydrobenzo[b]thiophene 1,1-dioxide FC1C2=C(S(C1(C)C)(=O)=O)C=CC=C2